2-(3-chloromethylphenyl)benzothiazole ClCC=1C=C(C=CC1)C=1SC2=C(N1)C=CC=C2